tert-butyl 1-((1-(4-amino-2-fluorophenyl)piperidin-4-yl)methyl)piperidine-4-carboxylate NC1=CC(=C(C=C1)N1CCC(CC1)CN1CCC(CC1)C(=O)OC(C)(C)C)F